C1(=CC=CC=C1)S(=O)(=O)N1N=CC=2C3=C(C=CC12)NC(=C3)C3=C(C=CC=C3)C 3-(benzenesulfonyl)-7-(o-tolyl)-3,6-dihydropyrrolo[3,2-e]indazole